N-(2-(4-cyclopropyl-piperazin-1-yl)-5-(4-(2,6-dichloro-3,5-dimethoxyphenyl)imidazo[1,2-a][1,6]naphthyridin-8-yl)-4-methoxyphenyl)acrylamide C1(CC1)N1CCN(CC1)C1=C(C=C(C(=C1)OC)C1=NC=C2C=C(C=3N(C2=C1)C=CN3)C3=C(C(=CC(=C3Cl)OC)OC)Cl)NC(C=C)=O